C(C)(C)(C)C1=CC=C(C(=O)[O-])C=C1 4-t-butylbenzoate